COC1=C(C=O)C=CC(=C1)S 2-METHOXY-4-MERCAPTOBENZALDEHYDE